7-(5-chloro-2-(isopropylamino)pyridin-4-yl)-2-(5-fluoro-2-(hydroxymethyl)benzyl)-3,4-dihydropyrrolo[1,2-a]pyrazin-1(2H)-one ClC=1C(=CC(=NC1)NC(C)C)C=1C=C2N(CCN(C2=O)CC2=C(C=CC(=C2)F)CO)C1